4-(4-((9-Isopropyl-8-(pyridin-3-ylamino)-9H-purin-2-yl)amino)phenyl)piperazine-1-carboxylic acid tert-butyl ester C(C)(C)(C)OC(=O)N1CCN(CC1)C1=CC=C(C=C1)NC1=NC=C2N=C(N(C2=N1)C(C)C)NC=1C=NC=CC1